4-(4-[3-(4-Methoxyphenyl)prop-2-enoyl]phenylamino)-2-methylidene-4-oxobutanoic acid COC1=CC=C(C=C1)C=CC(=O)C1=CC=C(C=C1)NC(CC(C(=O)O)=C)=O